O.O.C(\C=C\C(=O)[O-])(=O)[O-].COC=1C=C2C(=CNC2=CC1)CC[NH3+].COC=1C=C2C(=CNC2=CC1)CC[NH3+] bis(2-(5-methoxy-1H-indol-3-yl)ethan-1-aminium) (2E)-but-2-enedioate dihydrate